FC=1C=C2C(NN=C(C2=CC1F)C(C)N(C(=O)C1=CC=C2C=CN(C2=C1)C)C)=O N-(1-(6,7-difluoro-4-oxo-3,4-dihydrophthalazin-1-yl)ethyl)-N,1-dimethyl-1H-indole-6-carboxamide